C1(CC1)C1(CCC1)C(=O)N1CCC(CC1)N1N=CC(=C1)CNC1=C2C(N(C(C2=CC=C1)=O)C1C(NC(CC1)=O)=O)=O 4-(((1-(1-(1-cyclopropylcyclobutane-1-carbonyl)piperidin-4-yl)-1H-pyrazol-4-yl)methyl)amino)-2-(2,6-dioxopiperidin-3-yl)isoindoline-1,3-dione